C(C(C)C)[C@H]1C(N(CCN1)[C@H](C(=O)N1CCC(CC1)COC1=CC=C(C(=O)OC)C=C1)CC(C)C)=O Methyl p-[(1-{(S)-2-[(S)-3-isobutyl-2-oxo-1-piperazinyl]-4-methylvaleryl}-4-piperidyl)meth-oxy]benzoate